C(C1=CC=CC=C1)O[C@H]1C[C@@H](O[C@]1(CF)COCC1=CC=CC=C1)N1C(N=C(C=C1)NC(C1=CC=CC=C1)=O)=O N-(1-((2R,4S,5R)-4-(benzyloxy)-5-((benzyloxy)methyl)-5-(fluoromethyl)tetrahydrofuran-2-yl)-2-oxo-1,2-dihydropyrimidin-4-yl)benzamide